NC1=CC(=C(CNC2=NC(=NC=C2C(=O)N)NC=2C=NN(C2)C)C=C1)F 4-((4-amino-2-fluorobenzyl)amino)-2-((1-methyl-1H-pyrazol-4-yl)amino)pyrimidin-5-carboxamide